CC1=C(CC2CC3(CN(C3)C(=O)C3CC(C3)(C)O)C2)C=CC=C1C (6-(2,3-Dimethylbenzyl)-2-azaspiro[3.3]heptan-2-yl)((1s,3s)-3-hydroxy-3-methylcyclobutyl)methanone